5-(4-bromobutoxy)-1-methyl-1H-benzo[d]imidazole BrCCCCOC1=CC2=C(N(C=N2)C)C=C1